4-(Azetidin-1-yl)-2-chloropyrimidine N1(CCC1)C1=NC(=NC=C1)Cl